CNC=1C=C2CCN(CC2=CC1C1=CC=C(C=C1)C(F)(F)F)C(=O)OC(C)(C)C tert-Butyl 6-(methylamino)-7-(4-(trifluoromethyl)phenyl)-3,4-dihydroisoquinoline-2(1H)-carboxylate